C1(CC1)C1=CC(=C(C=C1)C=1CCCC2=C(C1C1=CC=C(C=C1)C=C1CN(C1)CCCF)C=CC=C2)C 8-(4-Cyclopropyl-2-methylphenyl)-9-(4-((1-(3-fluoropropyl)azetidin-3-yliden)methyl)phenyl)-6,7-dihydro-5H-benzo[7]annulen